ethyl (3R,4R,5S)-5-(1,3-dioxoisoindol-2-yl)-3-hydroxy-4-nitrocyclohex-1-ene-1-carboxylate O=C1N(C(C2=CC=CC=C12)=O)[C@@H]1[C@H]([C@@H](C=C(C1)C(=O)OCC)O)[N+](=O)[O-]